FC1=NC=CC(=C1)C([2H])([2H])N1C(=CC(=C1)OC)C(=O)N ((2-fluoropyridin-4-yl)methyl-d2)-4-methoxy-1H-pyrrole-2-carboxamide